1,3,4,5-tetrahydrobenzo[c][1,7]naphthyridin-6(2H)-one C1C=2C3=C(C(NC2CNC1)=O)C=CC=C3